3-ethyl-1,5-dioxanone C(C)C1C(OCOC1)=O